2-(4-(4-((R)-2-(3-Chloro-4-cyanophenyl)-3-methyl-2,8-diazaspiro[4.5]decan-8-yl)benzoyl)piperazin-1-yl)-N-(3-((2,6-dioxopiperidin-3-yl)amino)phenyl)acetamide ClC=1C=C(C=CC1C#N)N1CC2(C[C@H]1C)CCN(CC2)C2=CC=C(C(=O)N1CCN(CC1)CC(=O)NC1=CC(=CC=C1)NC1C(NC(CC1)=O)=O)C=C2